acetylglutamine C(C)(=O)N[C@@H](CCC(N)=O)C(=O)O